C(C)(=O)N1CCN(CC1)C=1C=C2CCN(C(C2=C(C1)F)=O)C[C@@H](CN1CC2=CC=CC=C2CC1)O 6-(4-Acetylpiperazin-1-yl)-2-[(2R)-3-(3,4-dihydro-1H-isochinolin-2-yl)-2-hydroxypropyl]-8-fluoro-3,4-dihydroisochinolin-1-on